Diisopropyl-(amino)germanium hydride C(C)(C)[GeH](N)C(C)C